(±)-3-(2-(azetidin-1-yl)pyrimidin-5-yl)-3-(5-(3-(5,6,7,8-tetrahydro-1,8-naphthyridin-2-yl)propyl)-1H-pyrazol-1-yl)propionic acid N1(CCC1)C1=NC=C(C=N1)[C@@H](CC(=O)O)N1N=CC=C1CCCC1=NC=2NCCCC2C=C1 |r|